OC(C)C=1SC(=CN1)C1=NC(=NC=C1C(F)(F)F)NC1CCN(CC1)S(=O)(=O)C1CCN(CC1)C(C)=O 1-(4-((4-((4-(2-(1-hydroxyethyl)thiazol-5-yl)-5-(trifluoromethyl)pyrimidin-2-yl)amino)piperidin-1-yl)sulfonyl)piperidin-1-yl)ethan-1-one